COC1=CC=C(C=C1)C(OCC1C(C(C(O1)N1C(NC(C=C1)=O)=O)O)OCCOCCCCCCCCCCCCCCCC)(C1=CC=CC=C1)C1=CC=C(C=C1)OC 1-(5-[[bis(4-methoxyphenyl)(phenyl)methoxy]methyl]-4-[2-(hexadecyloxy)ethoxy]-3-hydroxyoxolan-2-yl)-3H-pyrimidine-2,4-dione